(R)-(1,3-Dimethyl-azetidin-3-yl)-(4-isopropoxy-phenyl)-(4-trifluoromethoxy-phenyl)-methanol CN1CC(C1)(C)[C@](O)(C1=CC=C(C=C1)OC(F)(F)F)C1=CC=C(C=C1)OC(C)C